6-(4-cyclopropyl-5-methyloxazol-2-yl)pyridin-3-amine di-hydrochloride Cl.Cl.C1(CC1)C=1N=C(OC1C)C1=CC=C(C=N1)N